ClC1=CC=2C(OCC3=CC=C(C=C3C3=CC=C(C(NS(C(=C1O)C2)(=O)=O)=C3)C(F)(F)F)F)=O 13-Chloro-4-fluoro-14-hydroxy-16,16-dioxo-19-(trifluoromethyl)-9-oxa-16λ6-thia-17-azatetracyclo[16.3.1.111,15.02,7]tricosa-1(21),2,4,6,11(23),12,14,18(22),19-nonaen-10-one